6-tert-butyl-9-[2-(1-hydroxyethyl)thiazol-5-yl]-10-methoxy-2-oxo-6,7-dihydro-2H-pyrido[2,1-a]isoquinoline-3-carboxylic acid ethyl ester C(C)OC(=O)C=1C(C=C2N(C(CC3=CC(=C(C=C23)OC)C2=CN=C(S2)C(C)O)C(C)(C)C)C1)=O